CS(=O)(=O)N1CCC(CC1)NC=1N=CC2=C(N1)N(C(C=C2)=O)[C@@H]2C1(CC1)C=CC2 (S)-2-((1-(methylsulfonyl)piperidin-4-yl)amino)-8-(spiro[2.4]hept-6-en-4-yl)pyrido[2,3-d]pyrimidin-7(8H)-one